C(C)N(CC(=O)O)C(N(N1C(C2=CC=CC=C2C1=O)=O)CCCCOCC1=CC=CC=C1)=O.BrC1=CC=C(C=C1)C1=CC(=C(C(=C1)C)B)C (4'-bromo-3,5-dimethyl-[1,1'-biphenyl]-4-yl)borane Ethyl-((4-(benzyloxy)butyl)(1,3-dioxoisoindolin-2-yl)carbamoyl)glycinate